N-(3,6-dimethyl-10,10-dioxido-9H-thioxanthen-9-yl)-5-methyl-2-oxo-6-(trifluoromethyl)-1,2-dihydropyridine-3-carboxamide CC=1C=CC=2C(C3=CC=C(C=C3S(C2C1)(=O)=O)C)NC(=O)C=1C(NC(=C(C1)C)C(F)(F)F)=O